BrCOC(=O)C=1C(=CC=CC1)C1=CC=CC=C1 bromomethylbiphenyl-2-carboxylate